methyl para-vinylbenzoate C(=C)C1=CC=C(C(=O)OC)C=C1